Cl.CN(CCS)C 2-(dimethylamino)ethanethiol hydrochloride